FC1CC2(C(CNC2)C1)CO (trans-5-fluorohexahydrocyclopenta[c]pyrrol-3a(1H)-yl)methanol